2-(3-bromo-2-methylphenyl)-8-chloro-[1,2,4]triazolo[1,5-a]pyridine-6-carbaldehyde BrC=1C(=C(C=CC1)C1=NN2C(C(=CC(=C2)C=O)Cl)=N1)C